2-(2,6-dimethylpyridin-3-yl)-3,6-bis(3,6-diphenyl-9H-carbazol-9-yl)-4,5-bis(9H-pyrido[2,3-b]indol-9-yl)benzonitrile CC1=NC(=CC=C1C1=C(C#N)C(=C(C(=C1N1C2=CC=C(C=C2C=2C=C(C=CC12)C1=CC=CC=C1)C1=CC=CC=C1)N1C2=C(C3=CC=CC=C13)C=CC=N2)N2C1=C(C3=CC=CC=C23)C=CC=N1)N1C2=CC=C(C=C2C=2C=C(C=CC12)C1=CC=CC=C1)C1=CC=CC=C1)C